COC(=O)C1=NC2=C(C(=CC(=C2C(=C1)C(=O)OC)N)OC)OC 5-amino-7,8-dimethoxyquinoline-2,4-dicarboxylic acid dimethyl ester